ornithine-13C N[13C@@H](CCCN)C(=O)O